2-(2-Chloro-5-isopropyl-8-oxothieno[2',3':4,5]pyrrolo[1,2-d][1,2,4]triazin-7(8H)-yl)-N-((1r,3r)-3-hydroxy-3-methylcyclobutyl)acetamid ClC1=CC2=C(C=C3N2C(=NN(C3=O)CC(=O)NC3CC(C3)(C)O)C(C)C)S1